1,1,1,3,3,3-hexaiodo-2-n-butyldisilazane I[Si](N([Si](I)(I)I)CCCC)(I)I